3-((4-(1-cyclohexyl-4-(4-fluorophenyl)-1H-imidazol-5-yl)pyrimidin-2-yl)amino)cyclobutan-1-ol (Z)-ethyl-(3-(m-tolyl)thiazol-2(3H)-ylidene)carbamate C(C)C=1N(/C(/SC1)=N/C(=O)OC1CC(C1)NC1=NC=CC(=N1)C1=C(N=CN1C1CCCCC1)C1=CC=C(C=C1)F)C=1C=C(C=CC1)C